N-(3-(5-(4-(4-(2,6-difluorobenzyl)-5-oxo-4,5-dihydro-1H-1,2,4-triazol-1-yl)-2-fluorophenoxy)-4-methylthiazol-2-yl)oxetan-3-yl)-2-methylpropane-2-sulfinamide FC1=C(CN2C=NN(C2=O)C2=CC(=C(OC3=C(N=C(S3)C3(COC3)NS(=O)C(C)(C)C)C)C=C2)F)C(=CC=C1)F